3-(2-chloro-4'-(2-(1-methyl-1H-pyrazol-3-yl)ethyl)-[1,1'-biphenyl]-3-yl)piperidine-2,6-dione ClC1=C(C=CC=C1C1C(NC(CC1)=O)=O)C1=CC=C(C=C1)CCC1=NN(C=C1)C